(phenyl)(phenylcarbazolyl)indoloindole C1(=CC=CC=C1)C=1C(=NC2=C3C(C=CC12)=NC=1C=CC=CC13)C1=C(C=CC=3C2=CC=CC=C2NC13)C1=CC=CC=C1